C(C)OC(C(=O)NCCC[Si](C)(C)OCC)=O 2-((3-(ethoxydimethylsilyl)propyl)amino)-2-oxoacetic acid ethyl ester